(R)-(3-bromo-2,4-dimethoxybicyclo[4.2.0]octa-1,3,5-trien-7-yl)methanamine BrC=1C(=C2C[C@H](C2=CC1OC)CN)OC